O1C(OCC1)C1=NC2=NC(=NC(=C2N1)N)N dioxolanyl-2,6-diaminopurine